tert-butyl (3-(1,1-difluoro-2-hydroxy-1-(5-mercapto-4-methyl-4H-1,2,4-triazol-3-yl)propan-2-yl)phenyl)carbamate FC(C(C)(O)C=1C=C(C=CC1)NC(OC(C)(C)C)=O)(C1=NN=C(N1C)S)F